5-bromo-4,4-dimethyl-2-oxochroman-7-yl triflate O(S(=O)(=O)C(F)(F)F)C1=CC(=C2C(CC(OC2=C1)=O)(C)C)Br